2-((1r,2r)-1-(2,6-dicyanophenyl)-1-(1-methyl-1H-pyrazol-4-yl)propan-2-yl)-5-hydroxy-N-(isoxazol-4-yl)-1-methyl-6-oxo-1,6-dihydropyrimidine-4-carboxamide C(#N)C1=C(C(=CC=C1)C#N)[C@@H]([C@@H](C)C=1N(C(C(=C(N1)C(=O)NC=1C=NOC1)O)=O)C)C=1C=NN(C1)C